titanium (IV) di(2-hydroxypropionate) di-ammonium hydroxide [OH-].[NH4+].[NH4+].OC(C(=O)[O-])C.OC(C(=O)[O-])C.[Ti+4]